C1=C(C(=O)NC(=O)N1[C@H]2[C@@H]([C@@H]([C@H](O2)CO)O)O)CC(=O)N The molecule is a member of the class of uridines that is uridine in which the hydrogen at position 5 of the pyrimidine ring is substituted by a 2-amino-2-oxoethyl group.